tert-butyl (1r,3as,6ar)-1-(cyanomethyl)-3-oxo-hexahydropyrrolo[3,4-C]pyrrole-2(1H)-carboxylate C(#N)C[C@H]1N(C([C@H]2[C@@H]1CNC2)=O)C(=O)OC(C)(C)C